F[C@@H]1CN(CCC1)C1CC(C1)N1C(C2(CCN(CC2)C(=O)OC(C)(C)C)C2=CC=C(C=C12)B1OC(C(O1)(C)C)(C)C)=O tert-butyl 1-((1S,3s)-3-((R)-3-fluoropiperidin-1-yl)cyclobutyl)-2-oxo-6-(4,4,5,5-tetramethyl-1,3,2-dioxaborolan-2-yl)spiro[indoline-3,4'-piperidine]-1'-carboxylate